methyl-2-iso-propyl-1-aminothiophene CC1=C(S(C=C1)N)C(C)C